3-(((E)-(1-methyl-9-(3-phenylpropyl)-β-carbolin-3-yl)methylene)hydrazino)indol-2-one CC1=NC(=CC=2C3=CC=CC=C3N(C12)CCCC1=CC=CC=C1)\C=N\NC=1C(N=C2C=CC=CC12)=O